BrC=1C=C(OC\C(\CNC(OCCCC)=O)=C\F)C=CC1C#N butyl (E)-(2-((3-bromo-4-cyanophenoxy)methyl)-3-fluoroallyl)carbamate